2-amino-6-fluoro-N-(5-fluoro-4-(1-methylpiperidin-4-yl)pyridin-3-yl)pyrazolo[1,5-a]pyrimidine-3-carboxamide NC1=NN2C(N=CC(=C2)F)=C1C(=O)NC=1C=NC=C(C1C1CCN(CC1)C)F